di(cetyl) peroxide C(CCCCCCCCCCCCCCC)OOCCCCCCCCCCCCCCCC